N-(1-methoxy-2-propyl)-2,6-dimethylaniline COCC(C)NC1=C(C=CC=C1C)C